19-oxa-3,4,13,18-tetrazatricyclo[12.3.1.12,5]nonadeca-1(18),2,4,14,16-pentaene-6,17-diol C1=2C3=NN=C(C(CCCCCCNC(=CC=C1O)N2)O)O3